C1(=CC=CC=C1)N1N=CC2=CC(=CC=C12)NC=1C2=C(N=CN1)C=CC(=N2)N2CC(C2)NC(C=C)=O N-(1-(4-((1-phenyl-1H-indazol-5-yl)amino)pyrido[3,2-d]pyrimidin-6-yl)azetidin-3-yl)acrylamide